amino-4-isopropoxynicotinic acid methyl ester COC(C1=C(N=CC=C1OC(C)C)N)=O